(S)-1-(5-hydroxy-1H-indol-3-yl)-4-((5-hydroxy-1H-indol-3-yl)methyl)-2,5-dioxo-9,12-dioxa-3,6-diazatetradecan-14-yl 4-methylbenzenesulfonate CC1=CC=C(C=C1)S(=O)(=O)OCCOCCOCCNC([C@@H](NC(CC1=CNC2=CC=C(C=C12)O)=O)CC1=CNC2=CC=C(C=C12)O)=O